CC1CCC(CC1)N p-Methyl-Cyclohexylamine